11-((tert-Butyldiphenylsilyl)oxy)-6-((4-((N-(2-hexyldecanoyl)-N-methylglycyl)oxy)-butyl)amino)undecyl 2-hexyldecanoate C(CCCCC)C(C(=O)OCCCCCC(CCCCCO[Si](C1=CC=CC=C1)(C1=CC=CC=C1)C(C)(C)C)NCCCCOC(CN(C)C(C(CCCCCCCC)CCCCCC)=O)=O)CCCCCCCC